(2S,4r)-N-[[5-(4-chloro-2-fluoro-phenyl)-1,2,4-oxadiazol-3-yl]methyl]-1-[(2S)-2-(4-cyclopropyltriazol-1-yl)-3,3-dimethyl-butyryl]-4-hydroxy-pyrrolidine-2-carboxamide ClC1=CC(=C(C=C1)C1=NC(=NO1)CNC(=O)[C@H]1N(C[C@@H](C1)O)C([C@H](C(C)(C)C)N1N=NC(=C1)C1CC1)=O)F